α-cyclohexylidenebenzeneacetonitrile C1(CCCCC1)=C(C#N)C1=CC=CC=C1